C(C=C)N1N(C2=NC(=NC=C2C1=O)S(=O)C)C1=CC=CC(=N1)O[C@H]1C[C@@H](N(CC1)C(=O)OC(C)(C)C)C tert-butyl (2S,4R)-4-((6-(2-allyl-6-(methylsulfinyl)-3-oxo-2,3-dihydro-1H-pyrazolo[3,4-d]pyrimidin-1-yl)pyridin-2-yl)oxy)-2-methylpiperidine-1-carboxylate